[Br-].BrCC[N+](CC)(CC)CC1=CC=CC=C1 (2-bromoethyl)-benzyldiethylammonium bromide